C(#N)[C@@H]1CC[C@H](CC1)N1C2=NC(=NC=C2N(C1=O)C)NC=1C(=C(C(=O)N)C=C(C1)C)F ((9-(trans-4-cyanocyclohexyl)-7-methyl-8-oxo-8,9-dihydro-7H-purin-2-yl)amino)-2-fluoro-5-methylbenzamide